COCCOP(=O)(F)Br bromofluorophosphoric acid (2-methoxyethyl) ester